(5-((2-oxo-1,2-dihydropyridin-3-yl)oxy)pyridin-2-yl)propanamide O=C1NC=CC=C1OC=1C=CC(=NC1)C(C(=O)N)C